C(C)N(C(O)=O)C(N(C(O)=O)CC)C=1C=NC(=CC1)C1=CC=CC=C1.C1(CC1)C(=O)NC1=C(C(=C(N=N1)C(=O)NC([2H])([2H])[2H])NC1=C(C(=CC=C1)C1=NN(C=N1)C)OC)C 6-(Cyclopropanamido)-4-((2-methoxy-3-(1-methyl-1H-1,2,4-triazol-3-yl)phenyl)amino)-5-methyl-N-(methyl-d3)pyridazine-3-carboxamide diethyl-(6-phenylpyridin-3-ylmethylene)dicarbamate